O.ClC1=C(C(=O)N2COC3=C(C2)C=CC=C3C3=CC(=C(C(=O)O)C=C3F)N3C2COCC3CC2)C(=CC(=C1)C=1C=NC(=CC1)OC)Cl 4-[3-[2,6-Dichloro-4-(6-methoxypyridin-3-yl)benzoyl]-2,4-dihydro-1,3-benzoxazin-8-yl]-5-fluoro-2-(3-oxa-8-azabicyclo[3.2.1]oct-8-yl)benzoic acid hydrate